5-(4-(2-Bromoacetyl)benzamido)pentanoic acid methyl ester COC(CCCCNC(C1=CC=C(C=C1)C(CBr)=O)=O)=O